N(=NC1(CCCCC1)C#N)C1(CCCCC1)C#N r-azobis(cyclohexanecarbonitrile)